CN1N=NC(=C1C=1C=C2C(=NC1)C1=C(N2C(C2CCOCC2)C=2N=C(OC2)C)C(=NN1C)C(=O)OC)C Methyl 6-(1,4-dimethyl-1H-1,2,3-triazol-5-yl)-1-methyl-4-((2-methyloxazol-4-yl) (tetrahydro-2H-pyran-4-yl)methyl)-1,4-dihydropyrazolo[3',4':4,5]pyrrolo[3,2-b]pyridine-3-carboxylate